4-(4-methoxybenzyl)-2H-pyrazolo[4,3-b]Pyridin-5(4H)-one COC1=CC=C(CN2C=3C(C=CC2=O)=NNC3)C=C1